N-(2-(3-chloro-1-(methyl-d3)-1H-pyrazol-4-yl)pyrimidin-4-yl)-5-isopropyl-8-((2R,3S)-2-methyl-3-((methylsulfonyl)methyl)azetidin-1-yl)isoquinolin-3-amine ClC1=NN(C=C1C1=NC=CC(=N1)NC=1N=CC2=C(C=CC(=C2C1)C(C)C)N1[C@@H]([C@H](C1)CS(=O)(=O)C)C)C([2H])([2H])[2H]